N-(2-methoxyphenyl)-N-methyl-4-(1,2,3,4-tetrahydroquinoline-1-carbonyl)benzenesulfonamide COC1=C(C=CC=C1)N(S(=O)(=O)C1=CC=C(C=C1)C(=O)N1CCCC2=CC=CC=C12)C